1-(3-methoxyphenyl)-3-(5-(3-(2-morpholinylethyl)-4-oxo-3,4-dihydroquinazolin-6-yl)benzo[d]thiazol-2-yl)urea COC=1C=C(C=CC1)NC(=O)NC=1SC2=C(N1)C=C(C=C2)C=2C=C1C(N(C=NC1=CC2)CCN2CCOCC2)=O